C1(CC1)N1N=C(C=C1)CN1N=NC(=C1)C1=CC(=NC2=C(C=CC=C12)OC)N 4-{1-[(1-cyclopropyl-1H-pyrazol-3-yl)methyl]-1H-1,2,3-triazol-4-yl}-8-methoxyquinolin-2-amine